ClC1=C(C=C(C=2CN3[C@@H](COC21)CN(CC3)C(C=C)=O)N3N=CC=C3)C3=C(C=CC=C3O)F 1-[(12aR)-10-Chloro-9-(2-fluoro-6-hydroxyphenyl)-7-(1H-pyrazol-1-yl)-3,4,12,12a-tetrahydro-6H-pyrazino[2,1-c][1,4]benzoxazepin-2(1H)-yl]prop-2-en-1-one